beta-inosine C1=NC2=C(C(=O)N1)N=CN2[C@H]3[C@@H]([C@@H]([C@H](O3)CO)O)O